C(C1=CC=C(C(=O)[O-])C=C1)(=O)OC.[Na+] sodium methyl terephthalate